COC=1C=C(C2=CC=CC=C2C1)C1C(CC=2C(=NC=NC2C1)N1CCNCC1)C 7-(3-methoxy-1-naphthyl)-6-methyl-4-piperazin-1-yl-5,6,7,8-tetrahydroquinazoline